1-[(4-Chlorophenyl)methyl]-2-[(pyrrolidin-1-yl)methyl]-1H-indole ClC1=CC=C(C=C1)CN1C(=CC2=CC=CC=C12)CN1CCCC1